tolylene glycol CC=1C(=CC(=CC1)O)O